N-[(1R,3S)-3-{[6-chloro-2-(trifluoromethyl)quinolin-4-yl]amino}cyclohexyl]-1-phenyl-1H-pyrazole-4-carboxamide ClC=1C=C2C(=CC(=NC2=CC1)C(F)(F)F)N[C@@H]1C[C@@H](CCC1)NC(=O)C=1C=NN(C1)C1=CC=CC=C1